1-(5-(2-((2,3-dihydro-1H-inden-2-yl)amino)pyrimidin-5-yl)-1,3,4-oxadiazol-2-yl)cyclopropane-1-carboxylic acid ethyl ester C(C)OC(=O)C1(CC1)C=1OC(=NN1)C=1C=NC(=NC1)NC1CC2=CC=CC=C2C1